(R)-6-(2-ethyl-5-fluoro-4-hydroxyphenyl)-3-(5-prolyl-1,4,5,6-tetrahydropyrrolo[3,4-d]imidazol-2-yl)-1H-indazol C(C)C1=C(C=C(C(=C1)O)F)C1=CC=C2C(=NNC2=C1)C1=NC2=C(N1)CN(C2)C([C@@H]2NCCC2)=O